(R)-3-(7-chloro-3-cyclohexyl-2-methyl-1,1-dioxido-5-phenyl-2,3,4,5-tetrahydrobenzo[f][1,2,5]thiadiazepin-8-yl)benzenesulfonic acid ClC=1C(=CC2=C(N(C[C@H](N(S2(=O)=O)C)C2CCCCC2)C2=CC=CC=C2)C1)C=1C=C(C=CC1)S(=O)(=O)O